C(CCCCCCCCCCCCC)(=O)OC[C@H](OC(CCCCCCCCCCCCC)=O)CO |r| 1,2-dimyristoyl-rac-Glycerin